4-pentylbutane C(CCCC)CCCC